NC1=C2C(=NC=N1)N(N=C2C2=CC=C(C=C2)NC(=O)NC2=C(C=CC(=C2)C(F)(F)F)F)C(C)C 1-[4-(4-amino-1-propan-2-yl-pyrazolo[3,4-d]pyrimidin-3-yl)phenyl]-3-[2-fluoro-5-(trifluoromethyl)phenyl]urea